[4-(5-methyloxazolo[4,5-b]pyridin-2-yl)piperazin-1-yl]-[5-methyl-6-[[1-(trifluoromethyl)cyclopropyl]methoxy]-3-pyridyl]methanone CC1=CC=C2C(=N1)N=C(O2)N2CCN(CC2)C(=O)C=2C=NC(=C(C2)C)OCC2(CC2)C(F)(F)F